FC(OC1=CC=C(C(=O)Cl)C=C1)(F)F 4-(trifluoromethoxy)benzoyl chloride